N#[C-].C(C1=CC=CC=C1)NCCC1=CNC2=CC=CC=C12 N-benzyl-tryptamine isonitrile